4-fluorobenzoyl-N-(piperidin-4-yl)-3,4-dihydroquinoxaline-1(2H)-carboxamide FC1=CC=C(C(=O)C2N(C3=CC=CC=C3NC2)C(=O)NC2CCNCC2)C=C1